C(C)NC1=CC(=CC=C1)S(=O)(=O)O N-ethyl-3-sulfoaniline